5-(4-hydroxyphenyl)-1-(piperidin-1-yl)pentan-2,4-dien-1-one OC1=CC=C(C=C1)C=CC=CC(=O)N1CCCCC1